N-(5-(7-chloro-4-(piperazin-1-yl)quinazolin-6-yl)-2-methoxypyridin-3-yl)methanesulfonamide ClC1=C(C=C2C(=NC=NC2=C1)N1CCNCC1)C=1C=C(C(=NC1)OC)NS(=O)(=O)C